N1(CCC1)C1=NC=C(C=N1)CN1N=CC(=C1)NC(=O)C1=NC(=CN=C1)C1=C(C(=CC=C1C(F)F)OC)F N-(1-((2-(Azetidin-1-yl)pyrimidin-5-yl)methyl)-1H-pyrazol-4-yl)-6-(6-(difluoromethyl)-2-fluoro-3-methoxyphenyl)pyrazine-2-carboxamide